2-methyl-4-bromo-benzoyl chloride CC1=C(C(=O)Cl)C=CC(=C1)Br